Cis-5-ethyl-7-fluoro-6,7-dihydro-5H-pyrrolo[1,2-b][1,2,4]triazole-2-carboxylic acid ethyl ester C(C)OC(=O)C=1N=C2N(N1)[C@@H](C[C@@H]2F)CC